3-(3-chloro-5-fluorophenyl)-7-fluoro-1-(trifluoromethyl)-5,6,7,8-tetrahydroindolizin-8-ol ClC=1C=C(C=C(C1)F)C1=CC(=C2C(C(CCN12)F)O)C(F)(F)F